ClC1=CC(=C(N)C(=C1)C(F)(F)F)C 4-Chloro-2-methyl-6-(trifluoromethyl)aniline